CNC1=C2C(=NC=N1)N(C=N2)[C@H]3C[C@@H]([C@H](O3)CO)O 2'-deoxy-N6-methyladenosine